indium tetracinnamic acid C(C=CC1=CC=CC=C1)(=O)O.C(C=CC1=CC=CC=C1)(=O)O.C(C=CC1=CC=CC=C1)(=O)O.C(C=CC1=CC=CC=C1)(=O)O.[In]